C(C)OC(C(C(=O)OCC)CC(C)(C)C)=O (2,2-dimethylpropyl)malonic acid diethyl ester